2,3,6-tris(trifluoromethoxy)benzidine FC(OC1=C(C(=CC(=C1OC(F)(F)F)N)OC(F)(F)F)C1=CC=C(N)C=C1)(F)F